3-[3-fluoro-5-[3-(piperidine-1-carbonyl)pyrazolo[1,5-a]pyridin-7-yl]-2-pyridyl]-4H-1,2,4-oxadiazol-5-one FC=1C(=NC=C(C1)C1=CC=CC=2N1N=CC2C(=O)N2CCCCC2)C2=NOC(N2)=O